octylamine chloride salt [Cl-].C(CCCCCCC)N